[Cl-].C[NH+]1C(CCCC1)CCC 1-Methyl-2-propylpiperidinium chlorid